Methyl 1-[2-(2-chlorophenyl)-4-vinyl-phenyl]sulfonyl-4-fluoro-piperidine-4-carboxylate ClC1=C(C=CC=C1)C1=C(C=CC(=C1)C=C)S(=O)(=O)N1CCC(CC1)(C(=O)OC)F